FC(C=1C=CC(=NC1)C=O)(F)F 5-(trifluoromethyl)pyridin-2-carbaldehyde